FC1=C(C=C(C=C1)OC=1C(=C2C=NN(C2=C(C1F)F)C1OCCCC1)F)C=1NC=C(N1)C1(CCOC2=C(C=CC=C12)CCC(=O)OCC)C ethyl 3-[4-[2-[2-fluoro-5-(4,6,7-trifluoro-1-tetrahydropyran-2-yl-indazol-5-yl)oxy-phenyl]-1H-imidazol-4-yl]-4-methyl-chroman-8-yl]propanoate